2-[4-(4-pyridin-4-yl-2H-pyrazol-3-yl)-phenoxymethyl]-quinoline N1=CC=C(C=C1)C1=C(NN=C1)C1=CC=C(OCC2=NC3=CC=CC=C3C=C2)C=C1